12-Hydroxy-octacosa-14,17-dienoic acid OC(CCCCCCCCCCC(=O)O)CC=CCC=CCCCCCCCCCC